N-(4-(3-Amino-6-(pyrazolo[1,5-a]pyrimidin-3-yl)-1H-pyrazolo[4,3-c]pyridin-1-yl)-3-methoxyphenyl)methanesulfonamide NC1=NN(C2=C1C=NC(=C2)C=2C=NN1C2N=CC=C1)C1=C(C=C(C=C1)NS(=O)(=O)C)OC